C1=CC=CC=2C=CC=3C=C4C=CC=CC4=CC3C21 Benz-anthracen